FC(C(=O)N[C@H](CCCCN)C(=O)O)(F)F trifluoroacetyl-D-lysine